C1(CC1)C(CC(C(F)F)=O)=O 1-cyclopropyl-4,4-difluorobutane-1,3-dione